C1(CCCC1)N1C(C=C(C=C1)C1=CC=C(C2=C1C=C(O2)C2CC2)OC)=O 1-cyclopentyl-4-(2-cyclopropyl-7-methoxybenzofuran-4-yl)pyridin-2(1H)-one